(R)-3-[[1-[3-[(2,2-difluoro-1,3-benzodioxol-5-yl)-methyl-carbamoyl]phenyl]-3-(trifluoromethyl)-4,5,6,7-tetrahydroindazol-7-yl]oxy]benzoic acid FC1(OC2=C(O1)C=CC(=C2)N(C(=O)C=2C=C(C=CC2)N2N=C(C=1CCC[C@H](C21)OC=2C=C(C(=O)O)C=CC2)C(F)(F)F)C)F